N-((7-(5-(difluoromethyl)-1,3,4-oxadiazol-2-yl)imidazo[1,2-a]pyridin-2-yl)methyl)-1-(oxetan-3-carbonyl)-N-phenylazetidine-3-carboxamide FC(C1=NN=C(O1)C1=CC=2N(C=C1)C=C(N2)CN(C(=O)C2CN(C2)C(=O)C2COC2)C2=CC=CC=C2)F